C(C)OC(CC=1OC(=NN1)C1=CC(=CC=C1)F)=O 5-(3-fluorophenyl)-1,3,4-oxadiazole-2-acetic acid ethyl ester